NC=1C2=C(N=CN1)N(C(=C2C2=CC=C(C=C2)S(=O)C2CC2)C2=CC=C(C=C2)NC(C(=C)C)=O)C N-(4-(4-amino-5-(4-(cyclopropylsulfinyl)phenyl)-7-methyl-7H-pyrrolo[2,3-d]pyrimidin-6-yl)phenyl)methacrylamide